(2R,11aR)-6-(cyclopropylmethoxy)-7-fluoro-8-methyl-5-oxo-2,3,11,11a-tetrahydro-1H,5H-benzo[f]pyrrolo[2,1-c][1,4]oxazepin-2-yl 4-methylbenzenesulfonate CC1=CC=C(C=C1)S(=O)(=O)O[C@@H]1C[C@@H]2COC3=C(C(N2C1)=O)C(=C(C(=C3)C)F)OCC3CC3